8-(5-(benzo[d]thiazol-6-yl)-1H-pyrrolo[2,3-b]pyridin-4-yl)-2,8-diazaspiro[4.5]decan-1-one S1C=NC2=C1C=C(C=C2)C=2C(=C1C(=NC2)NC=C1)N1CCC2(CCNC2=O)CC1